C(=CC1=CC=CC=C1)C1C=CC(=O)OC1=O styrene-glutaconic acid anhydride